CC(CC(C(NC1=CC=C(C=C1)C)=O)P(O)(O)=O)C (4-Methyl-1-oxo-1-(p-tolylamino)pentan-2-yl)phosphonic acid